[OH-].C[NH+](CCS(=O)(=O)O)C dimethyl-(2-sulfoethyl)ammonium hydroxide